OC=1[C@H](OC(C1O)=O)[C@H](CO)O vitamin C